dimethyl-bis(cyclopentadienyl)hafnium (IV) C[Hf](C1C=CC=C1)(C1C=CC=C1)C